N-(4-([1,2,4]triazolo[1,5-a]pyridin-7-yloxy)-3-methylphenyl)-5-(4-methoxypiperidin-4-yl)pyrrolo[2,1-f][1,2,4]triazin-4-amine N=1C=NN2C1C=C(C=C2)OC2=C(C=C(C=C2)NC2=NC=NN1C2=C(C=C1)C1(CCNCC1)OC)C